tert-butyl 6-((6-(difluoromethyl)pyrimidin-4-yl)amino)-1H-pyrazolo[4,3-c]pyridine-1-carboxylate FC(C1=CC(=NC=N1)NC1=CC2=C(C=N1)C=NN2C(=O)OC(C)(C)C)F